(S)-6-amino-2-cyclopropyl-4-methyl-7,8-dihydro-4H-pyrazolo[1,5-a][1,3]diazepin-5(6H)-one N[C@@H]1C(N(C=2N(CC1)N=C(C2)C2CC2)C)=O